ClC1=C(C(=CC=C1)C)NC(=O)C=1C(=NC(=NC1)NC1=CC=C(C=C1)N1CCN(CC1)CC)NC1CCC1 N-(2-chloro-6-methylphenyl)-4-(cyclobutylamino)-2-((4-(4-ethylpiperazin-1-yl)phenyl)amino)pyrimidine-5-carboxamide